C(C)NC(=O)NC1=NC2=C(N1)C=CC(=C2)C2=C(C(=CC=C2)CC2=NNC(C1=CC=CC=C21)=O)F 1-ethyl-3-(5-(2-fluoro-3-((4-oxo-3,4-dihydrophthalazin-1-yl)methyl)phenyl)-1H-benzimidazol-2-yl)urea